(3-((2-(2-aminopyridin-4-yl)phenyl)ethynyl)-1H-indazol-5-yl)(2,6-diazaspiro[3.5]nonan-2-yl)methanone NC1=NC=CC(=C1)C1=C(C=CC=C1)C#CC1=NNC2=CC=C(C=C12)C(=O)N1CC2(C1)CNCCC2